(S)-4-(1-(2-Hydroxyacetyl)pyrrolidin-3-yl)amino-6-(2-methoxy-3-cyanopyridin-5-yl)pyrido[3,2-d]pyrimidine OCC(=O)N1C[C@H](CC1)NC=1C2=C(N=CN1)C=CC(=N2)C=2C=C(C(=NC2)OC)C#N